calcium ethyl phosphinate [PH2](OCC)=O.[Ca]